5-cyclopropoxy-2-[4-[[(3R)-1-methyl-3-piperidinyl]amino]pyrido[3,4-d]pyridazin-1-yl]phenol C1(CC1)OC=1C=CC(=C(C1)O)C1=C2C(=C(N=N1)N[C@H]1CN(CCC1)C)C=NC=C2